trisdodecyl phosphite P(OCCCCCCCCCCCC)(OCCCCCCCCCCCC)OCCCCCCCCCCCC